7-((4-(2-fluoro-6-(methylcarbamoyl)pyridin-3-yl)piperazin-1-yl)methyl)imidazo[1,5-a]quinoxalin-4(5H)-one FC1=NC(=CC=C1N1CCN(CC1)CC=1C=C2NC(C=3N(C2=CC1)C=NC3)=O)C(NC)=O